n-hexyl-tris(dimethylamino)tin C(CCCCC)[Sn](N(C)C)(N(C)C)N(C)C